N-(4-((2-(1,1-difluoroethyl)-6-methylpyrimidin-4-yl)amino)-5-(2-((4-methylpiperazin-1-yl)methyl)thiazol-4-yl)pyridin-2-yl)acetamide FC(C)(F)C1=NC(=CC(=N1)NC1=CC(=NC=C1C=1N=C(SC1)CN1CCN(CC1)C)NC(C)=O)C